[Cl-].C(CCCCCCCCCCCCCCCCC)[N+](C)(CCO)CCO octadecyl-di(2-hydroxyethyl)methyl-ammonium chloride